(2s,6r)-2-[[2-(2,6-dioxo-3-piperidinyl)-1,3-dioxo-isoindol-5-yl]oxymethyl]-6-methyl-morpholine-4-carboxylic acid tert-butyl ester C(C)(C)(C)OC(=O)N1C[C@H](O[C@@H](C1)C)COC=1C=C2C(N(C(C2=CC1)=O)C1C(NC(CC1)=O)=O)=O